C(C)(C)(C)N1N=CC2=CC=CC(=C12)C(C(=O)OCC)N1CC(C1)OCCCCCC1=NC=2NCCCC2C=C1 ethyl 2-(1-tert-butyl-1H-indazol-7-yl)-2-(3-(5-(5,6,7,8-tetrahydro-1,8-naphthyridin-2-yl)pentyloxy)azetidin-1-yl)acetate